1-[6,7-dimethyl-4-(methylamino)-1,3-dihydro-2H-pyrrolo[3,4-c]pyridin-2-yl]-2-[trans-2-(6-fluoropyridin-3-yl)cyclopropyl]ethanone CC1=C(C2=C(C(=N1)NC)CN(C2)C(C[C@H]2[C@@H](C2)C=2C=NC(=CC2)F)=O)C